C(CCCCCCCCCCCCC)N1C(=C(C(C2=C(C=C(C=C12)OC1OCCCC1)OC1OCCCC1)=O)OC1OCCCC1)C1=CC=C(C=C1)OC1OCCCC1 N-tetradecyl-2-(4-tetrahydropyranyloxyphenyl)-3,5,7-tritetrahydropyranyloxyquinolin-4-one